FC1(OC2=C(O1)C=CC(=C2)[C@H](C)NC2=NC=CC(=C2)B(O)O)F [2-[[(1S)-1-(2,2-difluoro-1,3-benzodioxol-5-yl)ethyl]amino]-4-pyridyl]boronic acid